FC1=C(C(N)=S)C=C(C(=C1OC)F)F 2,4,5-trifluoro-3-methoxybenzothioamide